(S)-2-(5-(3-((2-chloro-5-((1-(2,2-difluoroethyl)-1H-pyrazol-4-yl)ethynyl)pyridin-4-yl)amino)butoxy)-1-methyl-1H-pyrazol-4-yl)pyrimidin-4-amine ClC1=NC=C(C(=C1)N[C@H](CCOC1=C(C=NN1C)C1=NC=CC(=N1)N)C)C#CC=1C=NN(C1)CC(F)F